[C@H]12CN(C[C@H](CC1)N2)C=2C1=C(N=C(N2)OC([2H])([2H])[C@H]2N(CCC2)C)C(=C(N=C1)C1=CC(=CC2=CC=C(C(=C12)CC)F)O)F 4-(4-((1R,5S)-3,8-Diazabicyclo[3.2.1]octan-3-yl)-8-fluoro-2-(((S)-1-methylpyrrolidin-2-yl)methoxy-d2)pyrido[4,3-d]pyrimidin-7-yl)-5-ethyl-6-fluoronaphthalen-2-ol